5-[(2,5-difluorophenyl)methylamino]-N-[8-[4-[4-[(2,6-dioxo-3-piperidyl)amino]phenyl]-1-piperidyl]octyl]pyrazolo[1,5-a]pyrimidine-3-carboxamide FC1=C(C=C(C=C1)F)CNC1=NC=2N(C=C1)N=CC2C(=O)NCCCCCCCCN2CCC(CC2)C2=CC=C(C=C2)NC2C(NC(CC2)=O)=O